tert-Butyl N-[(2S)-2-(1,3-dioxoisoindolin-2-yl)-2-(4-fluorophenyl)ethyl]carbamate O=C1N(C(C2=CC=CC=C12)=O)[C@H](CNC(OC(C)(C)C)=O)C1=CC=C(C=C1)F